(R)-4-(7-(4-isopropanesulfonylphenyl)-2-(1H-pyrrolo[2,3-b]pyridine-4-yl)thieno[3,2-d]pyrimidin-4-yl)-3-methylmorpholine C(C)(C)S(=O)(=O)C1=CC=C(C=C1)C1=CSC2=C1N=C(N=C2N2[C@@H](COCC2)C)C2=C1C(=NC=C2)NC=C1